3-(5-(3-(4-(2-(((3s,5s,7s)-adamantan-1-yl)amino)ethyl)piperazin-1-yl)propyl)-2-methyl-4-oxoquinazolin-3(4H)-yl)piperidine-2,6-dione C12(CC3CC(CC(C1)C3)C2)NCCN2CCN(CC2)CCCC2=C3C(N(C(=NC3=CC=C2)C)C2C(NC(CC2)=O)=O)=O